2-{2,6-difluoro-4-[(3S)-3-fluoropyrrolidine-1-sulfonyl]phenyl}-3-fluoro-4-methylquinoline-7-carbaldehyde FC1=C(C(=CC(=C1)S(=O)(=O)N1C[C@H](CC1)F)F)C1=NC2=CC(=CC=C2C(=C1F)C)C=O